2-(5-bromo-1H-pyrrolo[2,3-b]pyridin-3-yl)acetic acid BrC=1C=C2C(=NC1)NC=C2CC(=O)O